1-methyl-4-{4-[5-(3-methylphenyl)-1,3,4-oxadiazol-2-yl]piperidin-1-yl}-2-oxo-1,2-dihydroquinoline-3-carboxamide CN1C(C(=C(C2=CC=CC=C12)N1CCC(CC1)C=1OC(=NN1)C1=CC(=CC=C1)C)C(=O)N)=O